C(C)SC1=NC(=CC(=C1C(=O)NCC1=CC(=CC=C1)F)C)N1CC(NCC1)=O 2-Ethylsulfanyl-N-[(3-fluorophenyl)-methyl]-4-methyl-6-(3-oxo-piperazin-1-yl)-pyridine-3-carboxylic acid amide